methyl 4-(3-bromo-4-methyl-2-oxopyridin-1-yl)butanoate BrC=1C(N(C=CC1C)CCCC(=O)OC)=O